(5Z)-3-ethyl-5-[[1-(p-tolyl)pyrazol-4-yl]methylene]-2-thioxo-thiazolidin-4-one C(C)N1C(S\C(\C1=O)=C/C=1C=NN(C1)C1=CC=C(C=C1)C)=S